2,3,5-trimethyl-decane CC(C)C(CC(CCCCC)C)C